COC1=CC(=CC2=C1OC(CO2)C=2C=NC(=CC2)OC)CN2C=NC=1C2=NC=C(C1)N1CC(C1)(N)C 1-(3-((8-methoxy-2-(6-methoxypyridin-3-yl)-2,3-dihydrobenzo[b][1,4]dioxin-6-yl)methyl)-3H-imidazo[4,5-b]pyridin-6-yl)-3-methylazetidin-3-amine